C(#N)C1=C(C=C(C2=C1CCO2)C2=CC=C(C=C2)OC(F)(F)F)CN(C(C=C)=O)C N-((4-Cyano-7-(4-(trifluoromethoxy)phenyl)-2,3-dihydrobenzofuran-5-yl)methyl)-N-methylacrylamide